propane-1,3-diylbis(triphenylphosphine) C(CCP(C1=CC=CC=C1)(C1=CC=CC=C1)C1=CC=CC=C1)P(C1=CC=CC=C1)(C1=CC=CC=C1)C1=CC=CC=C1